ClC1=NC=C(C(=C1)N(S(=O)(=O)C)S(=O)(=O)C)I N-(2-chloro-5-iodopyridin-4-yl)-N-methanesulfonylmethanesulfonamide